O1C(CCCC1)N1N=CC2=C(C3=C(C=C12)CCC3C=C)B(O)O (1-(tetrahydro-2H-pyran-2-yl)-5-vinyl-1,5,6,7-tetrahydrocyclopenta[f]indazol-4-yl)boronic acid